(3aR,5r,6aS)-5-benzyl-5-hydroxy-N-(2-methoxyphenyl)hexahydrocyclopenta[c]pyrrole-2(1H)-carboxamide C(C1=CC=CC=C1)C1(C[C@@H]2[C@@H](CN(C2)C(=O)NC2=C(C=CC=C2)OC)C1)O